C(C)OC(C(C(=O)C(F)F)=COCC)=O.C(C)N1[C@H](CCCC1)COC=1C=C2CN(C(C2=CC1)=O)C1C(NC(CC1)=O)=O 3-(5-(((R)-1-ethylpiperidin-2-yl)methoxy)-1-oxoisoindolin-2-yl)piperidine-2,6-dione Ethyl-2-Ethoxymethylene-4,4-Difluoroacetoacetate